ClC1=CC=C(C=C1)S(=O)(=O)\N=C(/NC[C@H](C)NS(N)(=O)=O)\N1N=C([C@H](C1)C1=CC=CC=C1)C1=CC=C(C=C1)F (S,E)-N'-((4-chlorophenyl)sulfonyl)-3-(4-fluorophenyl)-4-phenyl-N-((S)-2-(sulfamoylamino)propyl)-4,5-dihydro-1H-pyrazole-1-carboximidamide